C(C)OCC 2-ethoxyethane